[N+](#[C-])C1=C(C=CC=C1F)C=1NC2=CC=CC=C2C1 (2-isocyano-3-fluoro-phenyl)-indole